5-(p-trifluoromethylphenyl)-3-cyano-N-oxidoisoxazoline FC(C1=CC=C(C=C1)C1CC(=[N+](O1)[O-])C#N)(F)F